FC([C@](C(=O)OCC(C1=CC(=NC=C1)OC(F)F)NC(=O)OC(C)(C)C)(C1=CC=CC=C1)OC)(F)F 2-[(tert-butoxycarbonyl)amino]-2-[2-(difluoromethoxy)pyridin-4-yl]ethyl (2R)-3,3,3-trifluoro-2-methoxy-2-phenylpropanoate